N-butyl-maleic amide sodium salt [Na+].C(CCC)NC(\C=C/C(=O)[O-])=O